ethyl isocyanate format C(=O)O.C(C)N=C=O